tert-butyl 4-[[4-(8-bromo-7-hydroxy-quinoxalin-2-yl)pyrazol-1-yl]methyl]piperidine-1-carboxylate BrC=1C(=CC=C2N=CC(=NC12)C=1C=NN(C1)CC1CCN(CC1)C(=O)OC(C)(C)C)O